FC=1C=C(OC2=C(C=C(COC3=NC(N4C(N5[C@@]6(CO[C@H](C5)C6)C4)=C3)=O)C=C2)F)C=CC1F (3S,11aR)-7-((4-(3,4-difluorophenoxy)-3-fluorobenzyl)oxy)-3,4-dihydro-1H,9H,11H-3,11a-methanopyrimido[6',1':2,3]imidazo[5,1-c][1,4]oxazin-9-one